ClC1=CC=C(C=C1)C1=C(OC2=C(C(=CC=C2C1=O)O)CN(C)C)C 3-(4-Chlorophenyl)-8-[(N,N-dimethylamino)methyl]-7-hydroxy-2-methyl-4H-chromen-4-one